(S)-2-(5-(6-chloro-7-fluoro-3-(1H-imidazol-1-yl)-5-methoxy-1-methyl-1H-indol-2-yl)-1H-1,2,4-triazol-3-yl)-2-methoxy-N,N-dimethylethan-1-amine ClC1=C(C=C2C(=C(N(C2=C1F)C)C1=NC(=NN1)[C@H](CN(C)C)OC)N1C=NC=C1)OC